tert-Butyl 4-(methylamino)isoindoline-2-carboxylate CNC1=C2CN(CC2=CC=C1)C(=O)OC(C)(C)C